1-Ethyl-3-methylimidazolium methylphosphonate salt CP([O-])([O-])=O.C(C)N1C=[N+](C=C1)C.C(C)N1C=[N+](C=C1)C